OC[C@H](C1=CC=CC=C1)NC1=CC(=NC=C1C=1OC(=NN1)C(C)(C)O)NC=1C=C2CNC(C2=CC1)=O (S)-5-((4-((2-hydroxy-1-phenylethyl)amino)-5-(5-(2-hydroxypropan-2-yl)-1,3,4-oxadiazol-2-yl)pyridin-2-yl)amino)isoindolin-1-one